NC(C1=CC(=C(C(=C1)C(=O)NC)NC(=O)C1=CC(=NN1C1=NC=CC=C1Cl)Br)C)=S N-[4-(aminothioxomethyl)-2-methyl-6-[(methylamino)carbonyl]phenyl]-3-bromo-1-(3-chloro-2-pyridinyl)-1H-pyrazole-5-carboxamide